N-[3-[2-(difluoromethoxy)-5-[1-(1-methylazetidin-3-yl)pyrazol-4-yl]sulfonyl-phenyl]-1-methyl-pyrazol-4-yl]pyrazolo[1,5-a]pyrimidine-3-carboxamide FC(OC1=C(C=C(C=C1)S(=O)(=O)C=1C=NN(C1)C1CN(C1)C)C1=NN(C=C1NC(=O)C=1C=NN2C1N=CC=C2)C)F